Diethyl 1-[2-(3-chloro-4-methylphenyl)-2-oxoethyl]-4-(pentafluoroethyl)-1H-pyrazole-3,5-dicarboxylate ClC=1C=C(C=CC1C)C(CN1N=C(C(=C1C(=O)OCC)C(C(F)(F)F)(F)F)C(=O)OCC)=O